2-(6-((2-((4-(4-(azetidin-1-yl)piperidin-1-yl)-3-methoxyphenyl)amino)-5-methylthieno[2,3-d]pyrimidin-4-yl)amino)pyridin-2-yl)propan-2-ol N1(CCC1)C1CCN(CC1)C1=C(C=C(C=C1)NC=1N=C(C2=C(N1)SC=C2C)NC2=CC=CC(=N2)C(C)(C)O)OC